C(C1=CC=CC=C1)OC(=O)N1[C@@H](CCC1=O)C(=O)O (S)-1-(benzyloxycarbonyl)-5-oxopyrrolidine-2-carboxylic acid